[N+](=O)([O-])C1=NC=CC(=C1)C#N 2-nitro-4-cyanopyridine